FC(OC1=CC=C(C=C1)C1=NN=CS1)(F)F 5-(4-(trifluoromethoxy)phenyl)-1,3,4-thiadiazole